Diazobicycloundecen [N+](=[N-])=C1C=C(CCCCCCCC1)C1=CCCCCCCCCC1